N(=[N+]=[N-])CC1CC(N(C1)C)=O 4-(azidomethyl)-1-methylpyrrolidin-2-one